CC1=CCC1 methyl-cyclobutene